Dimethyl-amino-caprolactam CC1C(C(=O)NCCC1)(N)C